tert-butyl (2-((2-(3-(4-decylphenyl)-1,2,4-oxadiazol-5-yl)ethyl)amino)-2-oxoethyl)carbamate C(CCCCCCCCC)C1=CC=C(C=C1)C1=NOC(=N1)CCNC(CNC(OC(C)(C)C)=O)=O